1-(4-bromophenyl)pyrazole BrC1=CC=C(C=C1)N1N=CC=C1